ONC(/C=C/C1=C(C=CC=C1)N1CC2(CC1)CCN(CC2)C(=O)OC(C)(C)C)=O tert-butyl (E)-2-(2-(3-(hydroxyamino)-3-oxoprop-1-en-1-yl)phenyl)-2,8-diazaspiro[4.5]decane-8-carboxylate